(R)-2-((8-((1-Acetylazetidin-3-yl)oxy)-5-(2-aminopropan-2-yl)-isoquinolin-3-yl)amino)-7,7,8-trimethyl-7,8-dihydro-5H-pyrano[4,3-b]pyridin-5-one C(C)(=O)N1CC(C1)OC=1C=CC(=C2C=C(N=CC12)NC1=CC=C2C(=N1)[C@H](C(OC2=O)(C)C)C)C(C)(C)N